N-[4-(7-Fluoro-1,3-benzoxazol-2-yl)phenyl]-3-methyloxetan-3-carboxamid FC1=CC=CC=2N=C(OC21)C2=CC=C(C=C2)NC(=O)C2(COC2)C